1-(3-((4-(3,4-dichlorophenyl)piperazin-1-yl)methyl)-4-(trifluoromethyl)phenyl)-4-ethyl-1,4-diazepan ClC=1C=C(C=CC1Cl)N1CCN(CC1)CC=1C=C(C=CC1C(F)(F)F)N1CCN(CCC1)CC